IC1=C(NC2=C1C(NCC2)=O)C2=NC(=NC=C2)C 3-iodo-2-(2-methylpyrimidin-4-yl)-1h,5h,6h,7h-pyrrolo[3,2-c]Pyridin-4-one